((R)-3-(4-chloro-2-fluorophenoxy)-1-((R)-3-methoxy-2-(pyrazine-2-carboxamido)propanamido)propyl)boronic acid ClC1=CC(=C(OCC[C@H](NC([C@@H](COC)NC(=O)C2=NC=CN=C2)=O)B(O)O)C=C1)F